methyl 4-(1-((2R,5S)-4-(6-cyano-1-methyl-2-oxo-1,2-dihydropyrido[3,2-d]pyrimidin-4-yl)-2,5-diethylpiperazin-1-yl)ethyl)benzoate C(#N)C=1C=CC=2N(C(N=C(C2N1)N1C[C@H](N(C[C@@H]1CC)C(C)C1=CC=C(C(=O)OC)C=C1)CC)=O)C